C(C)C1=C(N=C(C(=N1)C(=O)N)NC1=CC(=CC=C1)CCNC(=O)C1(CC1)NC)C 6-ethyl-5-methyl-3-((3-(2-(1-(methylamino)cyclopropane-1-carboxamido)ethyl)phenyl)amino)pyrazine-2-carboxamide